C(CCCCCCCCCCC)[N+](=CCCCCCCCCCCC)[O-] N-lauryl-alpha-undecyl-nitrone